(R)-6-(4-(1-(2-aminopyridin-3-yl)ethyl)-8-chloro-5,6-dihydro-4H-[1,4]oxazepino[5,6,7-de]quinazolin-9-yl)-4-methyl-5-(trifluoromethyl)pyridin-2-amine NC1=NC=CC=C1[C@@H](C)N1CCOC=2C=3C1=NC=NC3C=C(C2Cl)C2=C(C(=CC(=N2)N)C)C(F)(F)F